2-chloro-3,6-diphenyl-5-(6-phenylpyridin-3-yl)pyrazine lithium [Li].ClC1=NC(=C(N=C1C1=CC=CC=C1)C=1C=NC(=CC1)C1=CC=CC=C1)C1=CC=CC=C1